tris(4-iodophenyl)benzene IC1=CC=C(C=C1)C=1C(=C(C=CC1)C1=CC=C(C=C1)I)C1=CC=C(C=C1)I